Disodium (2R,3S)-2-((Butoxy(Hydroxy)Phosphoryloxy)Methyl)-5-(5-Methyl-2,4-Dioxo-3,4-Dihydropyrimidin-1(2H)-Yl)Tetrahydrofuran-3-Yl Butyl Phosphate P(=O)(O[C@@H]1[C@H](OC(C1)N1C(NC(C(=C1)C)=O)=O)COP(=O)(O)OCCCC)(OCCCC)[O-].[Na+].[Na+].C(CCC)OP(=O)(O)OC[C@H]1OC(C[C@@H]1OP(=O)(OCCCC)[O-])N1C(NC(C(=C1)C)=O)=O